2-(4-nitro-2-(trifluoromethyl)phenoxy)ethan-1-ol [N+](=O)([O-])C1=CC(=C(OCCO)C=C1)C(F)(F)F